N-methyl-4-((2-(methylsulfonyl)phenyl)amino)-6-(3-phenylureido)nicotinamide platinum (II) [Pt+2].CNC(C1=CN=C(C=C1NC1=C(C=CC=C1)S(=O)(=O)C)NC(=O)NC1=CC=CC=C1)=O